N1=CC=C(C=C1)CC=1N=C(N(C1)COCC[Si](C)(C)C)C(O)C1=CN=CS1 (4-(pyridin-4-ylmethyl)-1-((2-(trimethyl-silyl)ethoxy)methyl)-1H-imidazol-2-yl)(thiazol-5-yl)methanol